COC([C@H](CCNC(=O)OC(C)(C)C)NC([C@H](C(C)OC(C)(C)C)NC(=O)OCC1=CC=CC=C1)=O)=O (S)-2-((S)-2-benzyloxycarbonylamino-3-tert-butoxy-butyrylamino)-4-tert-butoxycarbonylamino-butyric acid methyl ester